NC(C(=O)NC1=NC=CC(=C1)C(NC(CCC(F)(F)F)=O)C1CC1)C1CCC(CC1)(F)F N-((2-(2-amino-2-(4,4-difluorocyclohexyl)-acetamido)pyridin-4-yl)(cyclopropyl)methyl)-4,4,4-trifluorobutanamide